(+)-methyl (1s)-trans-3-oxo-2-pentyl-1-cycloheptaneacetate O=C1[C@H]([C@@H](CCCC1)CC(=O)OC)CCCCC